methyl 5-[2-(2-{[(2-methoxyphenyl)(methyl)oxo-λ6-sulfanylidene]amino}phenyl)ethynyl]pyridine-2-carboxylate COC1=C(C=CC=C1)S(=O)(C)=NC1=C(C=CC=C1)C#CC=1C=CC(=NC1)C(=O)OC